BrC([C@@H]1[C@H]([C@H]([C@@H](O1)N1C(=O)NC(=O)C=C1)O)O)O 5'-Bromo-Uridine